(R)-N-((3-CHLORO-4-(((R)-4-(3-(DIFLUOROMETHOXY)AZETIDIN-1-YL)-1-((4-FLUOROPHENYL)THIO)BUTAN-2-YL)AMINO)-5-FLUOROPHENYL)SULFONYL)-2-METHYLTETRAHYDRO-2H-PYRAN-2-CARBOXAMIDE ClC=1C=C(C=C(C1N[C@@H](CSC1=CC=C(C=C1)F)CCN1CC(C1)OC(F)F)F)S(=O)(=O)NC(=O)[C@@]1(OCCCC1)C